NC=1N=C(SC1C(C(C)C)=O)NC=1C=C(C=CC1)C 1-(4-amino-2-(m-tolylamino)thiazol-5-yl)-2-methylpropan-1-one